C(C)(C)(C)C1=CC=C(C=C1)C1(CC2C(CN(C2)C(=O)NC2=CC(=CC=C2)OC)C1)O 5-(4-tert-butylphenyl)-5-hydroxy-N-(3-methoxyphenyl)-octahydrocyclopenta[c]pyrrole-2-carboxamide